(S)-N-(3-(2-((2-fluoro-3-(methylsulfonyl)phenyl)amino)-5-methylpyrimidin-4-yl)-1H-indol-7-yl)-2-(4-methyl-1,4-diazacycloheptan-1-yl)butanamide FC1=C(C=CC=C1S(=O)(=O)C)NC1=NC=C(C(=N1)C1=CNC2=C(C=CC=C12)NC([C@H](CC)N1CCN(CCC1)C)=O)C